4-[(5-chloro-2-pyridinyl)methyl]-4-methoxy-piperidine-1-carboxylic acid tert-butyl ester C(C)(C)(C)OC(=O)N1CCC(CC1)(OC)CC1=NC=C(C=C1)Cl